C[C@@H]1CC2=NN3C(C(CCCC3)=O)=C2CN1C(=O)OC(C)(C)C (R)-tert-butyl 3-methyl-11-oxo-3,4,8,9,10,11-hexahydro-1H-pyrido-[4',3':3,4]pyrazolo[1,5-a]azepine-2(7H)-carboxylate